Ethyl (2E)-3-[4-(2,6-dimethoxyphenyl)-5-(5-methylfuran-2-yl)-4H-1,2,4-triazol-3-yl]prop-2-enoate COC1=C(C(=CC=C1)OC)N1C(=NN=C1C=1OC(=CC1)C)/C=C/C(=O)OCC